(3E)-6-(octyloxymethoxy)-3-hexenyllithium C(CCCCCCC)OCOCC/C=C/CC[Li]